C(#N)C=1C(=NC(=CC1)C)[C@H]1C[C@H](C1)NC(=O)C=1C=NN(C1)[C@H](C)C1=NC(=C(N=C1)N1C([C@@H]2C[C@@H]2C1)=O)C |o1:21| N-((cis)-3-(3-cyano-6-methylpyridin-2-yl)cyclobutyl)-1-((R or S)-1-(6-methyl-5-((1R,5S)-2-oxo-3-azabicyclo[3.1.0]hexan-3-yl)pyrazin-2-yl)ethyl)-1H-pyrazole-4-carboxamide